FC1=C(C=CC(=C1C)F)C1=CC(=C(C=C1)OC)NC1=NC=NC2=CC(=C(C=C12)OC1CCN(CC1)C(C=C)=O)OC 1-(4-((4-((2',4'-difluoro-4-methoxy-3'-methyl-[1,1'-biphenyl]-3-yl)amino)-7-methoxyquinazolin-6-yl)oxy)piperidin-1-yl)prop-2-en-1-one